OC1C(OC1)CC 3-hydroxy-ethyl-oxetane